(R)-(5-cyclopropyl-1,3,4-oxadiazol-2-yl)(4-(4-(trifluoromethoxy)pyrazolo[1,5-a]pyridin-2-yl)-6,7-dihydro-1H-imidazo[4,5-c]pyridin-5(4H)-yl)methanone C1(CC1)C1=NN=C(O1)C(=O)N1[C@H](C2=C(CC1)NC=N2)C2=NN1C(C(=CC=C1)OC(F)(F)F)=C2